phenyl-(4-methylphenyl)iminosulfone C1(=CC=CC=C1)C1=C(C=CC(=C1)C)N=S(=O)=O